3-(5-(((3R,5R)-1-isobutyl-5-methylpiperidin-3-yl)oxy)-1-oxoisoindolin-2-yl)piperidine-2,6-dione formate C(=O)O.C(C(C)C)N1C[C@@H](C[C@H](C1)C)OC=1C=C2CN(C(C2=CC1)=O)C1C(NC(CC1)=O)=O